4-chloro-7-[2-(4-methylpiperazin-1-yl)ethoxy]Quinoline-6-carboxylic acid methyl ester COC(=O)C=1C=C2C(=CC=NC2=CC1OCCN1CCN(CC1)C)Cl